2,2,2-trifluoroethyltri-n-propoxysilane FC(C[Si](OCCC)(OCCC)OCCC)(F)F